ClC=1C=C2C(=CC1)C(N(C[C@]21C(N(C[C@H]1CNC(C)C)C1=CN=CC2=CC=CC=C12)=O)CC1CCOCC1)=O (4R,4'R)-6-chloro-4'-[(isopropylamino)methyl]-1'-(4-isoquinolyl)-2-[(tetrahydropyran-4-ylmethyl)]spiro[3H-isoquinoline-4,3'-pyrrolidine]-1,2'-dione